C[C@H]1C=2C=3C=C(N=NC3NC2CCN1C1=NC=C(C=N1)N1CCNCC1)C1=C(C=CC=C1)O 2-[(3S)-3-methyl-4-(5-piperazin-1-ylpyrimidin-2-yl)-4,8,10,11-tetrazatricyclo[7.4.0.02,7]trideca-1(9),2(7),10,12-tetraen-12-yl]phenol